C(=CCCCCCCCCC)NCCC(=O)[O-] β-undecenylaminopropionate